[Ag].[Zn].[Pb].N1=C(C=CC=C1)C=1C(=C(C(=C(C1)C1=CC=C(C=C1)C1=CC=CC=C1)C1=NC=CC=C1)C1=NC=CC=C1)C1=NC=CC=C1 tetrapyridyl-p-terphenyl lead-zinc silver